C(C)N1CCN(CC1)[C@@H]1[C@@H](CCCC1)NC(=O)N1CCC(CC1)C1=CC=C(C=C1)C |r| rac-N-[(1R,2S)-2-(4-ethylpiperazin-1-yl)cyclohexyl]-4-(4-methylphenyl)piperidine-1-carboxamide